C1(CC1)N(C(C1=CC=C(C=C1)C=1OC=CC1)=O)CC1=C(COC2=CC=C(C=C2)CCC(=O)O)C=CC=C1 3-(4-((2-((N-cyclopropyl-4-(furan-2-yl)benzamido)methyl)benzyl)oxy)phenyl)propanoic acid